(R)-3-fluoro-5-(((1-((18,18,18-trifluorooctadecyl)oxy)-3-(trityloxy)propan-2-yl)oxy)methyl)benzonitrile FC=1C=C(C#N)C=C(C1)CO[C@H](COCCCCCCCCCCCCCCCCCC(F)(F)F)COC(C1=CC=CC=C1)(C1=CC=CC=C1)C1=CC=CC=C1